(1R,3S)-2,2-dimethyl-3-(2-methylprop-1-enyl)-cyclopropanecarboxylate CC1([C@@H]([C@@H]1C=C(C)C)C(=O)[O-])C